2-hydroxybenzyl-tris(4-vinylphenyl)phosphine bromide [Br-].OC1=C(CP(C2=CC=C(C=C2)C=C)(C2=CC=C(C=C2)C=C)C2=CC=C(C=C2)C=C)C=CC=C1